O[W](=O)(=O)O.[Sn] tin tungstate